methyl 3-(9-((4-(aminomethyl)-2-methylphenyl)carbamoyl)-4,5-dihydrobenzo[b]thieno[2,3-d]oxepin-8-yl)-6-(tert-butylcarbamoyl)picolinate NCC1=CC(=C(C=C1)NC(=O)C1=CC2=C(OCCC3=C2SC=C3)C=C1C=1C(=NC(=CC1)C(NC(C)(C)C)=O)C(=O)OC)C